Methyl 2-((2-acetyl-4-fluorophenyl)amino)-5-(trifluoromethyl)benzoate C(C)(=O)C1=C(C=CC(=C1)F)NC1=C(C(=O)OC)C=C(C=C1)C(F)(F)F